7-(bromomethyl)-4-chloro-1-benzofuran BrCC1=CC=C(C=2C=COC21)Cl